C(#N)C=1C(=NC(=C(C1C1CC1)C#N)N1C[C@H](CC1)O)SC(C(=O)N)C1=CC=NC=C1 2-((3,5-dicyano-4-cyclopropyl-6-((S)-3-hydroxypyrrolidin-1-yl)pyridin-2-yl)sulfanyl)-2-(pyridin-4-yl)acetamide